2-cyano-5-(trifluoromethyl)aniline C(#N)C1=C(N)C=C(C=C1)C(F)(F)F